C(#N)C1=C(C=C(C=C1)C(F)F)NC(=O)N1CC(CC1)(C1=NC=NS1)C1=CC(=C(C=C1)C)F N-(2-cyano-5-(difluoromethyl)phenyl)-3-(3-fluoro-4-methylphenyl)-3-(1,2,4-thiadiazol-5-yl)pyrrolidine-1-carboxamide